COC1=CC=C2CCN(C2=C1)C(=O)N1CCC(CC1)(C(=O)O)CC(N(C1=CC=CC=C1)C1=CC=CC=C1)=O 1-(6-methoxyindoline-1-carbonyl)-4-[2-oxo-2-(N-phenylanilino)ethyl]piperidine-4-carboxylic acid